(2S,3R)-3-(4-(2-amino-5-(trifluoromethyl)pyrimidin-4-yl)-1H-pyrazol-1-yl)butan-2-ol NC1=NC=C(C(=N1)C=1C=NN(C1)[C@@H]([C@H](C)O)C)C(F)(F)F